FC(C)(F)C1=NC(=CC(=N1)NC1=CC(=NC=C1C=1SC(=CN1)COC)NC(C)=O)C N-(4-((2-(1,1-difluoroethyl)-6-methylpyrimidin-4-yl)amino)-5-(5-(methoxymethyl)thiazol-2-yl)pyridin-2-yl)acetamide